(R)-(+)-3-CYCLOHEXENECARBOXYLIC ACID C1C[C@H](CC=C1)C(=O)O